6-hydroxy-4-methyl-coumarin OC=1C=C2C(=CC(OC2=CC1)=O)C